C(C)(C)(C)OC(=O)N(C1=NC=CC(=C1)C=1OC=C(N1)C(=O)NC=1C(=NN(C1)C1CCC(CC1)C(=O)O)C(N)=O)CC(F)(F)F 4-[4-[[2-[2-[Tert-butoxycarbonyl(2,2,2-trifluoroethyl)amino]-4-pyridyl]oxazole-4-carbonyl]amino]-3-carbamoyl-pyrazol-1-yl]cyclohexanecarboxylic acid